FC(S(=O)(=O)OC1=CCCC2=C(C(=C(C=C12)C#N)OCCCl)Cl)(F)F 5-chloro-6-(2-chloroethoxy)-7-cyano-3,4-dihydronaphthalen-1-yl trifluoromethanesulfonate